COC(CN(C1=NC2=CC=C(C=C2C(=C1)C1=CC=CC=C1)C#CC=1C=C(C=CC1)C)C)=O N-methyl-N-(4-phenyl-6-(m-tolylethynyl)quinolin-2-yl)glycine methyl ester